BrCC1=C(C=C(CNC(OC(C)(C)C)=O)C=C1)OC tert-butyl (4-(bromomethyl)-3-methoxybenzyl)carbamate